C(CCCCCCCCCCC\C=C/CC)=O Z-13-Hexadecenal